C(C=C)(=O)N1CC(C1)C1(CCNC=2N1N=C(C2C(=O)N)C2=CC=C(C=C2)OC2=CC=CC=C2)C 7-(1-Acryloylazetidin-3-yl)-7-methyl-2-(4-phenoxyphenyl)-4,5,6,7-tetrahydropyrazolo[1,5-a]pyrimidine-3-carboxamide